3,4-diphenyl-2-(3,4,5-trimethoxyphenyl)-2,3-dihydrooxazole C1(=CC=CC=C1)N1C(OC=C1C1=CC=CC=C1)C1=CC(=C(C(=C1)OC)OC)OC